COC1(CC(=CC=C1NC1=CC=C(C=C1)C(=O)N1CCN(CC1)C)C1=CC=CC=C1)C#N 3-methoxy-4-(4-(4-methylpiperazine-1-carbonyl)phenylamino)-biphenyl-3-carbonitrile